NC[C@H]1CN(C[C@H]1O)C(=O)OC(C)(C)C tert-butyl (3S,4S)-3-(aminomethyl)-4-hydroxypyrrolidine-1-carboxylate